OCC1C(CCCCC1)NC(C1=CC(=NC=C1)N1C=NC=C1)=O N-(2-(hydroxymethyl)cycloheptyl)-2-(1H-imidazol-1-yl)isonicotinamide